tert-butyl 4-({5-[2-(dimethylamino)-6-(methoxycarbonyl)pyridin-3-yl]-6-azaspiro[2.5]octan-6-yl}methyl)-5-methoxy-7-methylindole-1-carboxylate CN(C1=NC(=CC=C1C1CC2(CC2)CCN1CC1=C2C=CN(C2=C(C=C1OC)C)C(=O)OC(C)(C)C)C(=O)OC)C